C(C)(C)(C)OC(=O)N1CC(N(CC1)C1=CC=CC=C1)C(NC1CCN(CC1)C(=O)OCC1=CC=CC=C1)=O.C1(CC1)COC1=C(C(=C(C(=C1F)F)F)F)S(=O)(=O)NC1=CC(=C(C=C1)OC)F (cyclopropylmethoxy)-3,4,5,6-tetrafluoro-N-(3-fluoro-4-methoxyphenyl)benzenesulfonamide tert-butyl-3-((1-((benzyloxy)carbonyl)piperidin-4-yl)carbamoyl)-4-phenylpiperazine-1-carboxylate